ethyl 3-methyl-1H-pyrrole-2-carboxylate CC1=C(NC=C1)C(=O)OCC